(5S,6S)-5,6-bis(bromomethyl)bicyclo[2.2.1]hept-2-ene BrC[C@H]1C2C=CC([C@@H]1CBr)C2